BrC1=CC=C(C=C1)C/C=C/Br (E)-3-(4-bromophenyl)-propenyl bromide